4-((3,4-dichloro-2-fluorophenyl)amino)-7-methoxy-5-nitroquinazolin-6-yl acetate C(C)(=O)OC=1C(=C2C(=NC=NC2=CC1OC)NC1=C(C(=C(C=C1)Cl)Cl)F)[N+](=O)[O-]